ClC=1C=CC(=C(C1)C1=CC(=C(N=N1)SCC1(C(OCC1)=O)C)NC1=CC(=NC=C1)NC(CCN1CCN(CC1)C)=O)F N-(4-{[6-(5-chloro-2-fluorophenyl)-3-{1-[(3-methyl-2-oxooxolan-3-yl)methyl]sulfanyl}pyridazin-4-yl]amino}pyridin-2-yl)-3-(4-methylpiperazin-1-yl)propanamide